7,9-di-tert-butyl-3-phenyl-4-(o-methylphenyl)-1-oxa-2-azaspiro[4.5]deca-2,6,9-trien-8-one C(C)(C)(C)C1=CC2(C(C(=NO2)C2=CC=CC=C2)C2=C(C=CC=C2)C)C=C(C1=O)C(C)(C)C